(2S)-2-({[(9H-fluoren-9-yl)methoxy]carbonyl}amino)-2-methylpent-4-enoic acid C1=CC=CC=2C3=CC=CC=C3C(C12)COC(=O)N[C@](C(=O)O)(CC=C)C